4-(2,6-bis(bis(2-methoxyethyl)amino)-8-(1-methyl-1,4,6,7-tetrahydro-5H-pyrazolo[4,3-c]pyridin-5-yl)pyrimido[5,4-d]pyrimidin-4-yl)-1-methylpiperazin-2-one COCCN(C=1N=C(C2=C(N1)C(=NC(=N2)N(CCOC)CCOC)N2CC1=C(CC2)N(N=C1)C)N1CC(N(CC1)C)=O)CCOC